C1(=CC=C(C=C1)C=1C=CC2=C(N(N=N2)C)C1)C1=CC=CC=C1 6-([1,1'-biphenyl]-4-yl)-1-methyl-1H-benzo[d][1,2,3]triazole